CN(C(=O)C=1C=NC=CC1)C 3-(dimethylcarbamoyl)pyridine